5-bromo-2-{2-[(tert-butyldimethylsilyl)oxy]ethyl}-3,4-dichloro-2H-indazole BrC1=C(C2=C(N(N=C2C=C1)CCO[Si](C)(C)C(C)(C)C)Cl)Cl